C1(CC1)C=1C(=NSC1C(=O)OCC)C=1CCN(CC1)C(=O)OC(C)(C)C tert-butyl 4-[4-cyclopropyl-5-(ethoxycarbonyl)-1,2-thiazol-3-yl]-3,6-dihydro-2H-pyridine-1-carboxylate